benzyl 4-((2R,3S)-2-allyl-1-(tert-butoxycarbonyl)azetidin-3-yl)piperazine-1-carboxylate C(C=C)[C@H]1N(C[C@@H]1N1CCN(CC1)C(=O)OCC1=CC=CC=C1)C(=O)OC(C)(C)C